ClC1=C(CN2C=NN(C2)CN2CCOCC2)C=CC=C1 4-(2-chlorobenzyl)-1-(morpholinomethyl)-[1,2,4]triazol